3-(6-(aminomethyl)-4-chloro-7-fluoro-1-oxoisoindolin-2-yl)piperidine-2,6-dione NCC1=CC(=C2CN(C(C2=C1F)=O)C1C(NC(CC1)=O)=O)Cl